ethyl 3-(2-((7-(3-(aminomethyl)phenyl)-2-((2-(2-ethoxy-2-oxoethyl)phenoxy)methyl)benzofuran-5-yl)methoxy)phenyl)propanoate NCC=1C=C(C=CC1)C1=CC(=CC=2C=C(OC21)COC2=C(C=CC=C2)CC(=O)OCC)COC2=C(C=CC=C2)CCC(=O)OCC